N-((1S,2S)-2-methylcyclopropyl)-2-(oxetan-3-yloxy)thieno[2,3-d]thiazole-5-carboxamide C[C@@H]1[C@H](C1)NC(=O)C1=CC2=C(N=C(S2)OC2COC2)S1